N-[2-(2-methyl-1-imidazolyl)ethyl]urea CC=1N(C=CN1)CCNC(=O)N